N1(C=NC=C1)C1=NC(=CC(=N1)C(=O)[O-])C.[Na+] sodium 2-(1H-imidazol-1-yl)-6-methylpyrimidine-4-carboxylate